Cl.C(C1=CC=CC=C1)SC1=CC=C(C=N1)NC([C@H](CC1=CC=CC=C1)NC)=O (S)-N-(6-(benzylthio)pyridin-3-yl)-2-(methylamino)-3-phenylpropanamide hydrochloride